BrC1=NN(C2=CC=C(C=C12)N1C(=NC=C1)C1=NC(=CC=C1)C)C1OCCCC1 3-(3-bromo-1-(tetrahydro-2H-pyran-2-yl)-1H-indazol-5-yl)-2-(6-methylpyridin-2-yl)imidazole